4-Ethoxyquinoline-2-carboxylic acid C(C)OC1=CC(=NC2=CC=CC=C12)C(=O)O